COCC(CC(=O)N1CC2=CC=CC(=C2CC1)C1=CC=C(C=C1)C(F)(F)F)C 4-methoxy-3-methyl-1-(5-(4-(trifluoromethyl)phenyl)-3,4-dihydroisoquinolin-2(1H)-yl)butan-1-one